9,9',9''-(6-(9H-carbazol-9-yl)-[4,4'-bipyridine]-2,3,5-triyl)tris(3,6-diphenyl-9H-carbazole) C1=CC=CC=2C3=CC=CC=C3N(C12)C1=C(C(=C(C(=N1)N1C2=CC=C(C=C2C=2C=C(C=CC12)C1=CC=CC=C1)C1=CC=CC=C1)N1C2=CC=C(C=C2C=2C=C(C=CC12)C1=CC=CC=C1)C1=CC=CC=C1)C1=CC=NC=C1)N1C2=CC=C(C=C2C=2C=C(C=CC12)C1=CC=CC=C1)C1=CC=CC=C1